3,8-Bis(hydroxymethyl)-5-(piperazin-1-yl)-2,3-dihydro-1,4-benzodioxine OCC1OC2=C(OC1)C(=CC=C2N2CCNCC2)CO